1,2-dibromo-propan-2-ol BrCC(C)(O)Br